(1'R,2'R)-2,6-dihydroxy-N,N,5'-trimethyl-2'-(prop-1-en-2-yl)-4-propyl-1',2',3',4'-tetrahydro-[1,1'-biphenyl]-3-sulfonamide OC1=C(C(=CC(=C1S(=O)(=O)N(C)C)CCC)O)[C@H]1[C@@H](CCC(=C1)C)C(=C)C